7-Methoxy-N-(3-Methoxy-5-(4-Methylthiophen-2-yl)phenyl)quinolin-4-amine COC1=CC=C2C(=CC=NC2=C1)NC1=CC(=CC(=C1)C=1SC=C(C1)C)OC